3-(6-(2-chloro-5-fluoropyrimidin-4-yl)-4-fluoro-2-methyl-1H-benzo[d]imidazol-1-yl)butanoic acid methyl ester COC(CC(C)N1C(=NC2=C1C=C(C=C2F)C2=NC(=NC=C2F)Cl)C)=O